N1-(2-fluorophenyl)-N2-((S)-4-methyl-1-(((S)-5-(methyl-sulfonyl)-2-oxo-1-(2,3,5,6-tetrafluorophenoxy)pentan-3-yl)amino)-1-oxopentan-2-yl)oxalamide FC1=C(C=CC=C1)NC(C(=O)N[C@H](C(=O)N[C@H](C(COC1=C(C(=CC(=C1F)F)F)F)=O)CCS(=O)(=O)C)CC(C)C)=O